ClC=1C=C(NC2(CCC3([C@H](CC4=CC=CC=C34)C[C@H](CO)C3=CC=CC=C3)CC2)C(=O)OC)C=CC1 methyl (1r,2'S,4S)-4-(3-chloroanilino)-2'-[(2S)-3-hydroxy-2-phenylpropyl]-2',3'-dihydrospiro[cyclohexane-1,1'-indene]-4-carboxylate